C(#N)C1=NC=2N(C=C1)N=CC2 5-cyanopyrazolo[1,5-a]pyrimidine